1,2-bis(4-methylphenyl)acetylene CC1=CC=C(C=C1)C#CC1=CC=C(C=C1)C